BrC1=C(C=CC(=C1)C(F)(F)F)C=1C=C2CCN(C(C2=CC1)=O)C1=NC(=C(C=C1)OC)[N+](=O)[O-] 6-(2-bromo-4-(trifluoromethyl)phenyl)-2-(5-methoxy-6-nitropyridin-2-yl)-3,4-dihydroisoquinolin-1(2H)-one